C1(CCCC1)N1CN(CC=C1C)C1=CC=C(C=C1)C(=O)O 1-cyclopentyl-3-(4-carboxyphenyl)-6-methylpyrimidine